4-[4-(3-methyl-1H-pyrazol-4-yl)phenyl]benzenesulfonamide CC1=NNC=C1C1=CC=C(C=C1)C1=CC=C(C=C1)S(=O)(=O)N